NC1=NC=CC=C1C1=NC=2C(=NC(=CC2)C2C(C2)C(=O)N2CCOCC2)N1C1=CC=C(C=C1)CNC(OC(C)(C)C)=O tert-butyl N-({4-[2-(2-aminopyridin-3-yl)-5-[2-(morpholine-4-carbonyl)cyclopropyl]imidazo[4,5-b]pyridin-3-yl]phenyl}methyl)carbamate